S-(tert-butyl)-2-chloropropionthioate C(C)(C)(C)S=C(C(C)Cl)[O-]